3-(2-oxo-6-(4-((4-(piperidin-4-yl)piperazin-1-yl)methyl)benzyl)benzo[cd]indol-1(2H)-yl)piperidine-2,6-dione O=C1N(C2=CC=C(C=3C2=C1C=CC3)CC3=CC=C(C=C3)CN3CCN(CC3)C3CCNCC3)C3C(NC(CC3)=O)=O